FC(C(=O)O)(F)F.NC=1N=CC(=NC1N1CCN(CC1)C1=CN=CS1)C=1C=C(C=CC1C)C(C(=O)N)(C(F)(F)F)O 2-(3-(5-amino-6-(4-(thiazol-5-yl)piperazin-1-yl)pyrazin-2-yl)-4-methylphenyl)-3,3,3-trifluoro-2-hydroxypropanamide trifluoroacetate